4-(2,4-dimethoxy-3-methylphenethyl)benzene-1,3-diol COC1=C(CCC2=C(C=C(C=C2)O)O)C=CC(=C1C)OC